FC1=C(C=CC(=C1)SC)NC=1N(C(C=C2C(CNC(C12)=O)C)=O)C 8-((2-fluoro-4-(methylsulfanyl)phenyl)amino)-4,7-dimethyl-3,4-dihydro-2,7-naphthyridine-1,6(2H,7H)-dione